COC1=CC=C(C=C1)NC1=C(N=NN1)C(=O)O 5-((4-methoxyphenyl)amino)-1H-1,2,3-triazole-4-carboxylic acid